BrC1CC2[C@H]3[C@@H]4[C@@H](C(OC4=O)=O)[C@@H](C2CC1Br)C3 (3aR,4S,9R,9aS)-6,7-dibromodecahydro-4,9-methanonaphtho[2,3-c]furan-1,3-dione